BrC=1C(CCCCCC1)OCCOCCNC(C(F)(F)F)=O N-(2-(2-((2-bromocyclooct-2-en-1-yl)oxy)ethoxy)ethyl)-2,2,2-trifluoroacetamide